6,8-dibromo-3-(difluoromethyl)imidazo[1,2-a]pyrazine BrC=1N=C(C=2N(C1)C(=CN2)C(F)F)Br